N-phenyl-2-(4-(p-tolylamino)piperidin-1-yl)acetamide C1(=CC=CC=C1)NC(CN1CCC(CC1)NC1=CC=C(C=C1)C)=O